(S)-N-(7-(3-amino-3-oxopropyl)-5-methyl-4-oxo-2,3,4,5-tetrahydrobenzo[b][1,4]oxazepin-3-yl)-5-benzyl-1H-1,2,4-triazole-3-carboxamide NC(CCC1=CC2=C(OC[C@@H](C(N2C)=O)NC(=O)C2=NNC(=N2)CC2=CC=CC=C2)C=C1)=O